ClC1=CC=C(CN2C=NC3=C2C=C(C=C3)C3=NNC(=C3)NC(C3=CC=C(C=C3)NC3CCN(CC3)C)=O)C=C1 N-(3-(1-(4-chlorobenzyl)-1H-benzo[d]imidazol-6-yl)-1H-pyrazol-5-yl)-4-((1-methylpiperidin-4-yl)amino)benzamide